2-Methoxy-5-[2-(3-methoxyphenyl)ethyl]phenol COC1=C(C=C(C=C1)CCC1=CC(=CC=C1)OC)O